ClC1=C(C=2N=C(N=C(C2C(=N1)OC)N[C@H]1C[C@H](CC1)CO)SC)F ((1S,3R)-3-((7-chloro-8-fluoro-5-methoxy-2-(methylthio)pyrido[4,3-d]pyrimidin-4-yl)amino)cyclopentyl)methanol